aminophenylacetate NC(C(=O)[O-])C1=CC=CC=C1